3,5'-diallyl-2'-hydroxy-3'-nitro-[1,1'-biphenyl]-4-yl 4-methylbenzenesulfonate CC1=CC=C(C=C1)S(=O)(=O)OC1=C(C=C(C=C1)C1=C(C(=CC(=C1)CC=C)[N+](=O)[O-])O)CC=C